N-([1,1'-biphenyl]-4-yl)-N-(4-(10,10-dimethyl-10H-spiro[anthracene-9,9'-fluorene]-2'-yl)phenyl)-[1,1'-biphenyl]-4-amine C1(=CC=C(C=C1)N(C1=CC=C(C=C1)C1=CC=CC=C1)C1=CC=C(C=C1)C1=CC=2C3(C4=CC=CC=C4C2C=C1)C1=CC=CC=C1C(C=1C=CC=CC13)(C)C)C1=CC=CC=C1